C(CCCCCC)(=O)OCCOCCOCCOCCOC(CCCCCC)=O Tetraethylenglycol diheptanoat